OC(C)(C)C(C1=CC=CC=C1)C1=CC=CC=C1 α-hydroxyisopropyldiphenylmethane